CC1CC(C1)(C1=NN=CN1C)C=1C=C(C=CC1)NC(=O)C1=CC=C2C(=N1)CCN2 N-{3-[(1r,3s)-3-methyl-1-(4-methyl-1,2,4-triazol-3-yl)cyclobutyl]phenyl}-1H,2H-pyrrolo[3,2-b]pyridine-5-carboxamide